9-hexadecene-1,3-diol C(CC(CCCCCC=CCCCCCC)O)O